C(C)OC(=O)CCOCCN1CCN(CC1)C(=O)OC(C)(C)C Tert-butyl 4-(2-(2-(ethoxycarbonyl)ethoxy)ethyl)piperazine-1-carboxylate